C(C)N1N=C2C(=CC=C(C2=C1)N1CCC(CC1)(C)N(C(OC(C)(C)C)=O)C)C(NC=1C=C(C=2N(C1)C=C(N2)C)F)=O tert-butyl N-{1-[2-ethyl-7-({8-fluoro-2-methylimidazo[1,2-a]pyridin-6-yl}carbamoyl)indazol-4-yl]-4-methylpiperidin-4-yl}-N-methylcarbamate